O=C1N(C(C2=CC=CC=C12)=O)CC1(CC1)C(=O)O 1-((1,3-dioxoisoindolin-2-yl)methyl)cyclopropane-1-carboxylic acid